OCCCCOC1=CC=C2CCC(NC2=C1)=O 7-(4-hydroxybutoxy)-3,4-dihydroquinolone